2-(2-(1-(cyclopropylsulfonyl)-1H-pyrazol-4-yl)pyrimidin-4-yl)-N4-isopropyl-5-(3-morpholinoprop-1-yn-1-yl)pyridine-2,4-diamine C1(CC1)S(=O)(=O)N1N=CC(=C1)C1=NC=CC(=N1)C1(NC=C(C(=C1)NC(C)C)C#CCN1CCOCC1)N